ClC1=C(C=CC(=N1)CNC=O)C1=CC=CC=C1 N-((6-chloro-5-phenylpyridin-2-yl)methyl)carboxamide